NC1=C(C=CC(=C1)N1CCOCC1)NC1=CC=C2C(=N1)N(C=C2C(C2=CC(=CC(=C2)OC)OC)=O)C(=O)OC(C)(C)C Tert-butyl 6-((2-amino-4-morpholinophenyl) amino)-3-(3,5-dimethoxybenzoyl)-1H-pyrrolo[2,3-b]pyridine-1-carboxylate